1-(4-(2-(4-bromophenyl)propan-2-yl)thiazol-2-yl)-3-(3-morpholinopropyl)urea BrC1=CC=C(C=C1)C(C)(C)C=1N=C(SC1)NC(=O)NCCCN1CCOCC1